5-[4-amino-5-(trifluoromethyl)pyrrolo[2,1-f][1,2,4]triazin-7-yl]-N-{4-fluoro-1-[4,4,4-trifluoro-3-hydroxy-3-(trifluoromethyl)butanoyl]piperidin-3-yl}-2-methoxypyridine-3-carboxamide NC1=NC=NN2C1=C(C=C2C=2C=C(C(=NC2)OC)C(=O)NC2CN(CCC2F)C(CC(C(F)(F)F)(C(F)(F)F)O)=O)C(F)(F)F